BrC1=CC=C(C=C1)C1=C(C(=NN1)C1=CC=CC=C1)O 5-(4-bromophenyl)-3-phenyl-4-hydroxy-1H-pyrazole